N-{[1-(pyridin-2-ylmethyl)hexahydropyridin-4-yl]methyl}propanamide N1=C(C=CC=C1)CN1CCC(CC1)CNC(CC)=O